ClC=1C(=C2C(N(CN(C2=CC1)C1=C(C=C(C=C1)F)C)C1=CC(=NC=C1)OC)=O)F 6-chloro-5-fluoro-1-(4-fluoro-2-methylphenyl)-3-(2-methoxypyridin-4-yl)-2,3-dihydroquinazolin-4(1H)-one